(6-((2-((2-methoxy-6-(4-methylpiperazin-1-yl)-5-(oxazol-4-yl)pyridin-3-yl)amino)-7H-pyrrolo[2,3-d]pyrimidin-4-yl)amino)quinoxalin-5-yl)dimethyl-phosphine oxide COC1=NC(=C(C=C1NC=1N=C(C2=C(N1)NC=C2)NC=2C(=C1N=CC=NC1=CC2)P(C)(C)=O)C=2N=COC2)N2CCN(CC2)C